1,3-bis[4-(vinyloxycarbonyloxy)butyl]tetramethyldisiloxane C(=C)OC(=O)OCCCC[Si](O[Si](CCCCOC(=O)OC=C)(C)C)(C)C